O[C@@H]1C[C@H](NC1)C=O ((2S,4R)-4-hydroxypyrrolidin-2-yl)methanone